CN(C1=C2C(=NC=C1C(=O)OC)NC=C2)C2CCC(CC2)CS(NC)(=O)=O methyl 4-(methyl((1R,4R)-4-((N-methylsulfamoyl)methyl)cyclohexyl)amino)-1H-pyrrolo[2,3-b]pyridine-5-carboxylate